malonic acid, 2-pyridinesulfonic acid salt N1=C(C=CC=C1)S(=O)(=O)O.C(CC(=O)O)(=O)O